(4-(4-amino-2-fluorophenyl)pyridin-2-yl)pyrimidin-2-amine NC1=CC(=C(C=C1)C1=CC(=NC=C1)C1=NC(=NC=C1)N)F